ClC1=C(C=C(C=C1)F)C1NC(C2=C3C(=CC(=C12)NC(C1=CC(=CC(=C1)C(F)(F)F)F)=O)OCCN3)=O N-(7-(2-chloro-5-fluorophenyl)-9-oxo-1,2,3,7,8,9-hexahydro-[1,4]oxazino[3,2-e]isoindol-6-yl)-3-fluoro-5-(trifluoromethyl)benzamide